C=C1C=CC(C=C1)=N 4-methylene-cyclohexadiene-imine